COC=1C=C2N(CC=NC2=CC1OC)N 6,7-dimethoxy-quinoxaline-4-amine